7-cyclopentyl-N,N-dimethyl-2-[[5-[4-(4-piperazin-1-ylphenyl)-piperazin-1-yl]-2-pyridinyl]amino]pyrrolo[2,3-d]pyrimidine-6-carboxamide C1(CCCC1)N1C(=CC2=C1N=C(N=C2)NC2=NC=C(C=C2)N2CCN(CC2)C2=CC=C(C=C2)N2CCNCC2)C(=O)N(C)C